CN1N=CC(=C1)NC1=NC=C(C(=N1)NC=1C=C(C=CC1)NC(C=C)=O)C1=CC=C(C=C1)CC(F)(F)F N-(3-((2-((1-methyl-1H-pyrazol-4-yl)amino)-5-(4-(2,2,2-trifluoroethyl)phenyl)pyrimidin-4-yl)amino)phenyl)acrylamide